3-(4-methylpiperazin-1-yl)azetidin CN1CCN(CC1)C1CNC1